3-azido-1-(1H-tetrazole-5-yl)-1H-1,2,4-triazole-5-amine N(=[N+]=[N-])C1=NN(C(=N1)N)C1=NN=NN1